FC1=C(C(=O)NC2=CC(=CC=C2)S(N)(=O)=O)C(=CC=C1C(F)(F)F)C1CCOC2=CC(=CC=C12)F 2-fluoro-6-(7-fluoro-chroman-4-yl)-N-(3-sulfamoylphenyl)-3-(trifluoromethyl)benzamide